methyl (R)-2-(dimethylamino)-2-((R)-2-((R)-3-methyl-1-((S)-3-phenyl-2-(pyrazine-2-carboxamido)propanamido) butyl)-5-oxo-1,3,2-dioxaborolan-4-yl)acetate CN([C@@H](C(=O)OC)[C@H]1OB(OC1=O)[C@H](CC(C)C)NC([C@H](CC1=CC=CC=C1)NC(=O)C1=NC=CN=C1)=O)C